N1CCC2(CC1)C(C1C(OCCO1)C2)N hexahydrospiro[cyclopenta[b][1,4]dioxine-6,4'-piperidin]-5-amine